CC1(CC[C@@H](CN1)NC1=NC=C(C(=N1)C1=CNC=2C(N(CCCC21)C(C)C2CCOCC2)=O)C(F)(F)F)C 3-(2-{[(3S)-6,6-dimethylpiperidin-3-yl]amino}-5-(trifluoromethyl)pyrimidin-4-yl)-7-[1-(oxan-4-yl)ethyl]-1H,4H,5H,6H,7H,8H-pyrrolo[2,3-c]azepin-8-one